6-[3-(1,1-Difluoroethyl)phenyl]-3-methyl-pyrazin FC(C)(F)C=1C=C(C=CC1)C1=CN=C(C=N1)C